1-(4-Isopropoxybenzyl)-1H-indole-5-carboxylic acid methyl ester COC(=O)C=1C=C2C=CN(C2=CC1)CC1=CC=C(C=C1)OC(C)C